2-oxo-1,5,7,8-tetrahydro-1,6-naphthyridine-6(2H)-carboxylic acid tert-butyl ester C(C)(C)(C)OC(=O)N1CC=2C=CC(NC2CC1)=O